2,6-difluoro-4-phenoxyaniline FC1=C(N)C(=CC(=C1)OC1=CC=CC=C1)F